ClC=1C=C(C=C(C1)Cl)C=1C=C2CC(C(C2=CC1)NC(O[C@@H]1CN2CCC1CC2)=O)(C)C (S)-quinuclidin-3-yl (5-(3,5-dichlorophenyl)-2,2-dimethyl-2,3-dihydro-1H-inden-1-yl)carbamat